BrC=1C=C2C(=NC1[C@H](CC1=CC(=CC(=C1)F)F)NC(OC(C)(C)C)=O)C=CN2 tert-butyl (S)-(1-(6-bromo-1H-pyrrolo[3,2-b]pyridin-5-yl)-2-(3,5-difluorophenyl)ethyl)carbamate